N=1C=NN2C1C=CC=C2CCC[C@H]2C[C@@H]1N(CCN(C1)C1=CC(=NC=C1)C(F)(F)F)C2=O (7S,8aS)-7-(3-([1,2,4]triazolo[1,5-a]pyridin-5-yl)propyl)-2-(2-(trifluoromethyl)pyridin-4-yl)hexahydropyrrolo[1,2-a]pyrazin-6(2H)-one